6-Bromo-5-methylisoquinoline BrC=1C(=C2C=CN=CC2=CC1)C